6-(4-methyl-6-oxo-1,4,5,6-tetrahydropyridazin-3-yl)-2-oxo-1,2-dihydroquinoline-8-carbonitrile CC1C(=NNC(C1)=O)C=1C=C2C=CC(NC2=C(C1)C#N)=O